tert-butyl (S)-ethyl(pyrrolidin-3-yl)carbamate C(C)N(C(OC(C)(C)C)=O)[C@@H]1CNCC1